O=C1N(C(C2=CC=CC=C12)=O)CC(=O)O\N=C(/N)\C=1N(C2=CC=CC(=C2C1)N[C@H]1[C@H](CN(CC1)C(=O)OC(C)(C)C)F)CC(F)(F)F |r| Racemic-tert-butyl (3S,4R)-4-[[2-[(Z)-N'-[2-(1,3-dioxoisoindolin-2-yl)acetyl]oxycarbamimidoyl]-1-(2,2,2-trifluoroethyl)indol-4-yl]amino]-3-fluoro-piperidine-1-carboxylate